4-(4-{[4-(1-tert-butoxycarbonyl-1,2,3,6-tetrahydro-pyridin-4-yl)-furan-2-carbonyl]-amino}-phenyl)-piperazine-1-carboxylic acid tert-butyl ester C(C)(C)(C)OC(=O)N1CCN(CC1)C1=CC=C(C=C1)NC(=O)C=1OC=C(C1)C=1CCN(CC1)C(=O)OC(C)(C)C